N1C=C(C2=CC=CC=C12)\C=N\NC1=CC=C(C(=O)O)C=C1 (E)-4-(2-((1H-indol-3-yl)methylene)hydrazineyl)benzoic acid